(2R,4R)-N-((2S)-1-((2-amino-6,7-dihydro-5H-cyclopenta[b]pyridin-5-yl)amino)-1-oxopropan-2-yl)-4-(2-fluorophenyl)piperidine-2-carboxamide NC1=CC=C2C(=N1)CCC2NC([C@H](C)NC(=O)[C@@H]2NCC[C@H](C2)C2=C(C=CC=C2)F)=O